6-chloro-7-(2,4-difluorophenyl)-8-(((s)-3-hydroxy-2-methoxypropyl)thio)quinazoline-2,4(1H,3H)-dione ClC=1C=C2C(NC(NC2=C(C1C1=C(C=C(C=C1)F)F)SC[C@H](CO)OC)=O)=O